FC(C1=CC=C(C=C1)B(O)O)(F)F 4-(trifluoromethyl)benzeneboronic acid